1-[tert-butoxycarbonyl-(methyl)amino]cyclobutanecarboxylic acid C(C)(C)(C)OC(=O)N(C1(CCC1)C(=O)O)C